C(C)(=O)OC(C(=O)C1=NC=C(C(=C1)C)C=1N=CC2=CC(=NC=C2C1)NC(=O)C1CC1)C 1-[5-(7-cyclopropaneamido-2,6-naphthyridin-3-yl)-4-methylpyridin-2-yl]-1-oxopropan-2-yl acetate